4-(1-((R)-2-cyano-1-cyclopentylethyl)-1H-pyrazol-4-yl)-7H-pyrrolo[2,3-d]pyrimidine C(#N)C[C@H](C1CCCC1)N1N=CC(=C1)C=1C2=C(N=CN1)NC=C2